3-bromo-5-chloro-2-(methoxymethyl)-N-(thiophen-2-ylmethyl)furo[3,2-b]pyridin-7-amine HCl salt Cl.BrC1=C(OC=2C1=NC(=CC2NCC=2SC=CC2)Cl)COC